NC1=C(N=CN1C1[C@H](O)[C@H](O)[C@H](O1)COP(=O)(O)O)C(=O)N[C@H](C(=O)[O-])CC(=O)[O-] (S)-2-(5-amino-1-(5-phospho-D-ribosyl)imidazole-4-carboxamido)succinate